7-bromo-5-chloro-2-[1-(cyclobutylmethyl)-1H-pyrazol-4-yl][1,2,4]triazolo[1,5-c]quinazoline BrC1=CC=CC=2C=3N(C(=NC12)Cl)N=C(N3)C=3C=NN(C3)CC3CCC3